(S)-N1-(1-(2-(2-adamantylamino)-2-oxoethyl)-2-oxo-1,2-dihydropyridin-3-yl)-N6-methyl-2-(3-methylbenzofuran-2-carboxamido)-5-oxohexanediamide C12C(C3CC(CC(C1)C3)C2)NC(CN2C(C(=CC=C2)NC([C@H](CCC(C(=O)NC)=O)NC(=O)C=2OC3=C(C2C)C=CC=C3)=O)=O)=O